(2S)-Isopropyl 2-(((4-formyl-5-hydroxy-6-methylpyridin-3-yl)methoxy)(phenoxy)phosphorylamino)propanoate C(=O)C1=C(C=NC(=C1O)C)COC1=C(OP(=O)=N[C@H](C(=O)OC(C)C)C)C=CC=C1